N-methyl-2-ethoxy-N-ethylamine CNCCOCC